ClC1=CC(=C2C=CNC2=C1Cl)OCC#N 2-[(6,7-dichloro-1H-indol-4-yl)oxy]acetonitrile